C1=NC=CC2=CC(=CC=C12)C1=CN=C(S1)NC(=O)C1CN(C1)C N-(5-(isoquinolin-6-yl)thiazol-2-yl)-1-methylazetidine-3-carboxamide